NC=1C2=C(N=CN1)N(C(=C2C2=CC=C(C=C2)OC2=NC=CC=N2)C2CCC1(CCN(CC1)C(C=C)=O)CC2)C 1-(9-(4-amino-7-methyl-5-(4-(pyrimidin-2-yloxy)phenyl)-7H-pyrrolo-[2,3-d]pyrimidin-6-yl)-3-azaspiro[5.5]undecan-3-yl)prop-2-en-1-one